FC(OC=1C=C(C=CC1)C1(CCNCC1)C#N)(F)F 4-(3-trifluoromethoxyphenyl)piperidine-4-carbonitrile